C12CN(CC(CC1)N2)C=2N(C(C1=C(N2)NC=C1C1=C(C2=CN(N=C2C=C1)C)Cl)=O)C 2-(3,8-Diazabicyclo[3.2.1]oct-3-yl)-5-(4-chloro-2-methyl-2H-indazol-5-yl)-3-methyl-3,7-dihydro-4H-pyrrolo[2,3-d]pyrimidin-4-one